FC(C=1C=C(CN(C(=O)C2C(CN(CC2)C(=O)C2CCNCC2)C2=C(C=CC=C2)C)C)C=C(C1)C(F)(F)F)(F)F N-(3,5-bis(trifluoromethyl)benzyl)-N-methyl-1-(piperidine-4-carbonyl)-3-(o-tolyl)piperidine-4-carboxamide